CN(S(=O)(=O)C1=C(OCC2=C(C(=O)N)C=CC=C2)C(=C(C(=C1F)F)F)F)C ((2-(N,N-dimethylsulfamoyl)-3,4,5,6-tetrafluorophenoxy)methyl)benzamide